3-((tert-butyldimethylsilyloxy)methyl)-N-methylpyridin-2-amine [Si](C)(C)(C(C)(C)C)OCC=1C(=NC=CC1)NC